5-[2,3-difluoro-4-[1-(2-methylsulfonylethyl)-3-(trifluoromethyl)pyrazol-4-yl]phenyl]-1-methyl-imidazole-2-carboxamide FC1=C(C=CC(=C1F)C=1C(=NN(C1)CCS(=O)(=O)C)C(F)(F)F)C1=CN=C(N1C)C(=O)N